(3S,4R,5R,6S)-1-(5-fluoro-6-{[2-(3,4,5-trifluorophenyl)-1,3-thiazol-4-yl]methoxy}hexyl)-3,4,5,6-azepanetetrol FC(CCCCN1C[C@@H]([C@H]([C@@H]([C@H](C1)O)O)O)O)COCC=1N=C(SC1)C1=CC(=C(C(=C1)F)F)F